C(CCCCCCC)=O octane-1-on